P(=O)(O)(O)C1=CC=C(C=C1)C12CC3(CC(CC(C1)(C3)C3=CC=C(C=C3)P(=O)(O)O)(C2)C2=CC=C(C=C2)P(=O)(O)O)C2=CC=C(C=C2)P(=O)(O)O 1,3,5,7-tetrakis(4-phosphonophenyl)adamantane